C1(CC1)C1=NC=NC(=C1C1=NC=C(C(=N1)SC)C=O)OC 2-(4-cyclopropyl-6-methoxy-pyrimidin-5-yl)-4-methylsulfanyl-pyrimidine-5-carbaldehyde